4'-Acryloxybiphenyl-4-carboxylic acid C(C=C)(=O)OC1=CC=C(C=C1)C1=CC=C(C=C1)C(=O)O